The molecule is an O-acylcarnitine having malonyl as the acyl substituent. It has a role as a metabolite. It derives from a malonic acid. C[N+](C)(C)CC(CC(=O)[O-])OC(=O)CC(=O)O